C(C)(=O)C1=CN(C2=CC=C(C=C12)C#CC1=NC=CC=N1)CC(=O)N(C(C)C)CC(=O)NCC1=C(C(=CC=C1)Cl)F 2-(3-acetyl-5-(pyrimidin-2-ylethynyl)-1H-indol-1-yl)-N-(2-((3-chloro-2-fluorobenzyl)amino)-2-oxoethyl)-N-isopropylacetamide